3-[[6-(difluoromethoxy)-4-[2-[(6-methylpyridazin-3-yl)amino]pyrazolo[1,5-a]pyridin-5-yl]-3-pyridyl]oxy]-2,2-dimethyl-propanenitrile FC(OC1=CC(=C(C=N1)OCC(C#N)(C)C)C1=CC=2N(C=C1)N=C(C2)NC=2N=NC(=CC2)C)F